FC=1C=C(CN2N=CC(=C2)C(=O)N2CC3(CN(C3)C(=O)OC(C)(C)C)[C@@H](C2)C(=O)N2C(OC[C@H]2C2=CC=CC=C2)=O)C=C(C1)F tert-butyl (S)-6-(1-(3,5-difluorobenzyl)-1H-pyrazole-4-carbonyl)-8-((R)-2-oxo-4-phenyloxazolidine-3-carbonyl)-2,6-diazaspiro[3.4]octane-2-carboxylate